5-fluoro-6-((4-methoxybenzyl)oxy)-2-vinyl-nicotinonitrile FC=1C(=NC(=C(C#N)C1)C=C)OCC1=CC=C(C=C1)OC